tert-Butyl 4-(3-(3-(4-methoxybenzyl)-2,4-dioxotetrahydropyrimidin-1(2H)-yl)phenyl)piperazine-1-carboxylate COC1=CC=C(CN2C(N(CCC2=O)C=2C=C(C=CC2)N2CCN(CC2)C(=O)OC(C)(C)C)=O)C=C1